FC=1C(=C(C=CC1F)[C@@H]1[C@@H](O[C@]([C@H]1C)(C(F)(F)F)C)C(=O)NC1=CC(=NC=C1)C(=O)N)C (2R,3R,4S,5R)-4-[[3-(3,4-Difluoro-2-methyl-phenyl)-4,5-dimethyl-5-(trifluoromethyl)tetrahydrofuran-2-carbonyl]amino]pyridin-2-carboxamid